CCCCC(CCCC)C 1,4-dimethyloctane